C(C)(=O)N[C@@H](CSCCC(=O)O)C(=O)O N-acetyl-S-[2-carboxyethyl]-L-cysteine